Cuminyl Acetate ((4-isopropylphenyl)methyl acetate) C(C)(C)C1=CC=C(C=C1)CCC(=O)O.C(C)(=O)OCC1=CC=C(C(C)C)C=C1